Methyl 2-(4-(2-(4-cyano-2-fluorophenyl) benzo[d][1,3]dioxol-4-yl)-2,6-difluorobenzyl)-1-(2-methoxyethyl)-1H-benzo[d]imidazole-6-carboxylate C(#N)C1=CC(=C(C=C1)C1OC2=C(O1)C=CC=C2C2=CC(=C(CC1=NC3=C(N1CCOC)C=C(C=C3)C(=O)OC)C(=C2)F)F)F